BrCCS(=O)(=O)O L-2-bromoethanesulfonic acid